ICC=1C2CCC(C1)C2 2-iodomethyl-2-norbornene